C1(CC1)C1=NC=NC(=C1C=1N=C2N(C(CN3C2=C(N1)C=C3)=O)CC3=CC=C(C=C3)C=3N(C=C(N3)C(F)(F)F)C)OC 2-(4-cyclopropyl-6-methoxypyrimidin-5-yl)-4-(4-(1-methyl-4-(trifluoromethyl)-1H-imidazol-2-yl)benzyl)-4H-pyrrolo[3,2,1-de]pteridin-5(6H)-one